(2R,6R)-2,6-dimethylpiperidin C[C@H]1N[C@@H](CCC1)C